3-(((1-(tert-butoxycarbonyl)azetidin-3-yl)methyl)amino)-2-methylisoquinolin-2-ium iodide [I-].C(C)(C)(C)OC(=O)N1CC(C1)CNC=1[N+](=CC2=CC=CC=C2C1)C